di(hexyl)phosphinic acid C(CCCCC)P(O)(=O)CCCCCC